(2S,4S)-N-(3-chloro-4-fluorophenyl)-N-methyl-1-[6-methyl-4-(trifluoromethyl)pyridin-2-yl]-4-(4H-1,2,4-triazol-3-yl)pyrrolidine-2-carboxamide ClC=1C=C(C=CC1F)N(C(=O)[C@H]1N(C[C@H](C1)C1=NN=CN1)C1=NC(=CC(=C1)C(F)(F)F)C)C